CN(CCN1C(=NC2=C1C=C1C(=C2)OCCO1)CCNCCC=1OC=C(N1)C(=O)NCC1=NC=CC=C1OC)C 2-(2-((2-(1-(2-(dimethylamino)ethyl)-6,7-dihydro-1H-[1,4]dioxino[2',3':4,5]benzo[1,2-d]imidazol-2-yl)ethyl)amino)ethyl)-N-((3-methoxypyridin-2-yl)methyl)oxazole-4-carboxamide